2-(1-(cyclopropylmethyl)-1H-indol-2-yl)-7-fluoro-1H-benzo[d]imidazole-5-carboxylic acid C1(CC1)CN1C(=CC2=CC=CC=C12)C1=NC2=C(N1)C(=CC(=C2)C(=O)O)F